COC1=C(C=CC(=C1)N1CCN(CC1)C)NC1=NC=CC(=C1)NC1=CC=C(C=C1)S(=O)(=O)C N2-(2-Methoxy-4-(4-methylpiperazin-1-yl)phenyl)-N4-(4-(methylsulfonyl)phenyl)pyridine-2,4-diamine